CC=1C=C(C=CC1C)NCC(NCC(C)OC1=CC(=CC=C1)OC)=N 2-[(3,4-dimethylphenyl)amino]-N-[2-(3-methoxyphenoxy)propyl]Ethanimidamide